CSCCC(=O)OC1CN(C1)C=1N=C(C2=C(N1)CC[S+]2[O-])N(C2CCOCC2)C [1-[4-[methyl(tetra-hydropyran-4-yl)amino]-5-oxido-6,7-dihydro-thieno[3,2-d]pyrimidin-5-ium-2-yl]azetidin-3-yl] 3-methylsulfanyl-propanoate